((4-(bicyclo[2.2.1]heptan-2-yloxy)-2-methylene-4-oxobutanoyl)oxy)acetic acid C12C(CC(CC1)C2)OC(CC(C(=O)OCC(=O)O)=C)=O